S1C2=C(C=C1)C(=CC=C2)N2CCN(CC2)CCCCOC2=CC=C1CCC(N(C1=C2)COC(N(C)CC2=CC=CC=C2)=O)=O N-Benzyl-N-methylcarbamic acid 7-[4-(4-benzo[b]thiophen-4-ylpiperazin-1-yl)butoxy]-2-oxo-3,4-dihydro-2H-quinolin-1-ylmethyl ester